NC1=C(C=C(C(=N1)F)C1=NC(=C(C=C1)C1CCOCC1)CN1CCC1)C=1C=C2CCNC(C2=CC1)=O 6-(6'-amino-6-(azetidin-1-ylmethyl)-2'-fluoro-5-(tetrahydro-2H-pyran-4-yl)-[2,3'-bipyridin]-5'-yl)-3,4-dihydroisoquinolin-1(2H)-one